3-methyl-4-(trifluoromethyl)-1H-pyrazole CC1=NNC=C1C(F)(F)F